FC=1C=C(C=C(C1)OC)[C@@H](CNC([C@@H](C)N1C(C=2N(CC1)C=C(C2)C2=NC(=NC=C2C)NC2=CC=NN2C)=O)=O)O (R)-N-((S)-(3-Fluoro-5-methoxyphenyl)-2-hydroxyethyl)-2-(7-(5-methyl-2-((1-methyl-1H-pyrazol-5-yl)amino)pyrimidin-4-yl)-1-oxo-3,4-dihydropyrrolo[1,2-a]pyrazin-2(1H)-yl)propanamide